dichromium(III) trioxide [O-2].[O-2].[O-2].[Cr+3].[Cr+3]